(R)-1-(1-(isopropylamino)-7-(((1r,4R)-4-(oxetan-3-ylamino)cyclohexyl)amino)-2,6-naphthyridin-3-yl)ethyl benzoate C(C1=CC=CC=C1)(=O)O[C@H](C)C=1N=C(C2=CC(=NC=C2C1)NC1CCC(CC1)NC1COC1)NC(C)C